tert-butyl 4-[4-[4-[2-(2,6-dioxo-3-piperidyl)-1,3-dioxo-isoindolin-4-yl]piperazin-1-yl]butyl]piperazine-1-carboxylate O=C1NC(CCC1N1C(C2=CC=CC(=C2C1=O)N1CCN(CC1)CCCCN1CCN(CC1)C(=O)OC(C)(C)C)=O)=O